N1(CCNCC1)CCNCCNCCN N2-(2-((2-(piperazin-1-yl)ethyl)amino)ethyl)ethane-1,2-diamine